ethyl 2-(2-((5-(3-(aminomethyl)phenyl)-7-(4-fluorophenyl)benzofuran-3-yl)methoxy)phenyl)acetate NCC=1C=C(C=CC1)C=1C=C(C2=C(C(=CO2)COC2=C(C=CC=C2)CC(=O)OCC)C1)C1=CC=C(C=C1)F